3-(2-ethyl-5-methyl-pyrazol-3-yl)-4-[(4-methoxyphenyl)-methyl]-1,2,4-triazole C(C)N1N=C(C=C1C1=NN=CN1CC1=CC=C(C=C1)OC)C